octahydro-2aH-pyrrolo[2,1,5-cd]pyrrolizine-2a-carboxylate C1C2N3C(CCC3(C1)C(=O)[O-])CC2